C(CCCCCCCCCCCCC)(=O)OCC(O)CO 1-glyceryl monomyristate